NC1=C(SC2=NC(=C(C=C21)F)C)C(=O)NC2CC=1C=CC(=NC1CC2)N2CC(C(C2)OC(F)(F)F)N 3-amino-N-{2-[3-amino-4-(trifluoromethoxy)pyrrolidin-1-yl]-5,6,7,8-tetrahydroquinolin-6-yl}-5-fluoro-6-methylthieno[2,3-b]pyridine-2-carboxamide